(5-furanyl)boronic acid O1C=CC=C1B(O)O